NC1=C(C2=C(S1)C(=CC(=C2C2=C(C=1N=C(N=C(C1C=N2)N2CCOCCC2)OC[C@]21CCCN1C[C@@H](C2)F)F)F)F)C#N 2-amino-5,7-difluoro-4-(8-fluoro-2-(((2R,7aS)-2-fluorotetrahydro-1H-pyrrolizin-7a(5H)-yl)methoxy)-4-(1,4-oxazepan-4-yl)pyrido[4,3-d]pyrimidin-7-yl)benzo[b]thiophene-3-carbonitrile